2-((3R,4S)-4-aminotetrahydro-2H-pyran-3-yl)-5-chloro-N-(furan-2-ylmethyl)-3-methylthieno[3,2-b]pyridin-7-amine N[C@@H]1[C@H](COCC1)C1=C(C2=NC(=CC(=C2S1)NCC=1OC=CC1)Cl)C